(7-(trifluoromethylthio)-2,3-dihydrospiro[indene-1,2'-[1,3]dioxolane]-4-oxy)benzonitrile FC(SC1=CC=C(C=2CCC3(OCCO3)C12)OC1=C(C#N)C=CC=C1)(F)F